ClC1=C(N=C(N1C1=NC=C(C=C1OC(F)F)CC(C(F)(F)F)C(F)(F)F)CC)C(=O)O 5-Chloro-1-(3-(difluoromethoxy)-5-(3,3,3-trifluoro-2-(trifluoromethyl)propyl)pyridin-2-yl)-2-ethyl-1H-imidazole-4-carboxylic Acid